1-Methyl-4-(1-methyl-1H-pyrazol-4-yl)-5-{1-[2-(1H-tetrazol-5-yl)-phenyl]-1H-pyrazol-4-yl}-1H-pyridin-2-one CN1C(C=C(C(=C1)C=1C=NN(C1)C1=C(C=CC=C1)C1=NN=NN1)C=1C=NN(C1)C)=O